L-prolyl phosphoramidate P(OC([C@H]1NCCC1)=O)([O-])(=O)N